C(C)(C)(C)OC(=O)N1CC2(C1)CC(C2)C=2NC(=C(N2)C2=CC=C(C(=O)O)C=C2)C(=O)OCC 4-(2-(2-(tert-butoxycarbonyl)-2-azaspiro[3.3]heptan-6-yl)-5-(ethoxycarbonyl)-1H-imidazol-4-yl)benzoic acid